C(#N)[C@H](CC1=C(C=C(C=C1)C=1C=C2CCN(C(C2=CC1)=O)C)F)NC(=O)[C@H]1OCCCN(C1)C(=O)OC(C)(C)C tert-butyl (S)-2-(((S)-1-cyano-2-(2-fluoro-4-(2-methyl-1-oxo-1,2,3,4-tetrahydroisoquinolin-6-yl)phenyl)ethyl)carbamoyl)-1,4-oxazepane-4-carboxylate